6-chloro-N-(3,5-difluoro-2-methoxy-4-(trifluoromethyl)phenyl)pyrazolo[1,5-a]pyridine-3-sulfonamide ClC=1C=CC=2N(C1)N=CC2S(=O)(=O)NC2=C(C(=C(C(=C2)F)C(F)(F)F)F)OC